4-(4-(3,3-dimethyl-5-(1-methyl-1H-pyrazol-4-yl)-1H,2H,3H-pyrrolo[3,2-b]pyridin-1-yl)-1,3,5-triazin-2-yl)-N1-(2-(dimethylamino)ethyl)-5-methoxy-N1-methylbenzene-1,2,4-triamine CC1(CN(C=2C1=NC(=CC2)C=2C=NN(C2)C)C2=NC(=NC=N2)C2(CC(=C(C=C2OC)N(C)CCN(C)C)N)N)C